N1=CC=CC=2CN(CCC12)C1=C(C=C(C=N1)C(=O)OC)C methyl 6-(7,8-dihydro-5H-1,6-naphthyridin-6-yl)-5-methyl-pyridine-3-carboxylate